C1(=CC=CC=C1)C1=C(C=CC(=C1)S(=O)(=O)N)S(=O)(=O)N(C)C phenyl-N1,N1-dimethylbenzene-1,4-disulfonamide